FC1=C(C(=CC=C1)F)C=1C(=NN2C1N=CC(=C2C(C)C)C(=O)NN2CCOC1=C2C=CC=C1)C 3-(2,6-difluorophenyl)-N-(2,3-dihydro-1,4-benzoxazin-4-yl)-7-isopropyl-2-methyl-pyrazolo[1,5-a]Pyrimidine-6-carboxamide